COC(C1=CC=C(C=C1)CCN1N=C(C(=C1C1=NNC(=N1)N1N=C(C=2C1=CN=C(C2)C)C(N)=O)O)C)=O 4-[2-[5-[5-(3-Carbamoyl-5-methyl-pyrazolo[3,4-c]pyridin-1-yl)-1H-1,2,4-triazol-3-yl]-4-hydroxy-3-methyl-pyrazol-1-yl]ethyl]benzoic acid methyl ester